C(C1=CC=CC=C1)NC1=NC(=C(C=C1)C1=COC=C1)Cl N-benzyl-6-chloro-5-(furan-3-yl)pyridin-2-amine